N1=CC=C(C=C1)N1CCNCC1 1-(Pyridin-4-yl)piperazin